CC(=C)C=CC=C(C=C)C 2,6-dimethyl-1,3,5,7-octatetraene